C(C)OC(=O)C=1C(N(C2=NC=CC(=C2C1O)C1=CC=C(C=C1)F)CC1=CC=NC=C1)=O (4-fluorophenyl)-4-hydroxy-2-oxo-1-(pyridin-4-ylmethyl)-1,2-dihydro-1,8-naphthyridine-3-carboxylic acid ethyl ester